FC1=C(O[C@@H]2C[C@@]3([C@@H](CN(C3)CC(=O)C=3C=C4C=NN(C4=CC3)C3OCCCC3)C2)O)C=CC(=C1)F 2-((3aS,5S,6aR)-5-(2,4-difluorophenoxy)-3a-hydroxyhexahydrocyclopenta[c]pyrrol-2(1H)-yl)-1-(1-(tetrahydro-2H-pyran-2-yl)-1H-indazol-5-yl)ethan-1-one